FC(C1=NN=C(O1)C1=CC=C(CN(C(=S)N2CC3(C2)CN(C3)C3COC3)C3=CC(=C(C=C3)F)F)C=C1)F N-(4-(5-(difluoromethyl)-1,3,4-oxadiazol-2-yl)benzyl)-N-(3,4-difluorophenyl)-6-(oxetan-3-yl)-2,6-diazaspiro[3.3]heptane-2-thioamide